(E)-3-(4-(6-hydroxy-2-(4-hydroxyphenyl)benzo[b]selenophene-3-carbonyl)phenyl)acrylic acid OC=1C=CC2=C([Se]C(=C2C(=O)C2=CC=C(C=C2)/C=C/C(=O)O)C2=CC=C(C=C2)O)C1